N1(C=NC=C1)CC1=CC(=C2CCN(C(C2=C1)=O)C1=CC=NC2=C(N=C(C=C12)CC)C(=O)O)C=1C(=NN(C1)C)C(F)(F)F 4-(7-((1H-imidazol-1-yl)methyl)-5-(1-methyl-3-(trifluoromethyl)-1H-pyrazol-4-yl)-1-oxo-3,4-dihydroisoquinolin-2(1H)-yl)-6-ethyl-1,7-naphthyridine-8-carboxylic acid